nonanamide C(CCCCCCCC)(=O)N